4,5-Dihydro-1,2,4-oxadiazol O1N=CNC1